ClC=1C=C(C=CC1F)N1C=C(C(C2=CC=CC=C12)=O)C(=O)O 1-(3-chloro-4-fluorophenyl)-4-oxo-1,4-dihydroquinolin-3-carboxylic acid